NC1=C(C=C(C=C1)Br)NC12CCCC(N(C1)CCOC1=C(C=NN1C)C1=CC(=CN(C1=O)C)C(=O)OC)C2 methyl 5-[5-(2-{1-[(2-amino-5-bromophenyl) amino]-6-azabicyclo[3.2.1]octan-6-yl} ethoxy)-1-methylpyrazol-4-yl]-1-methyl-6-oxopyridine-3-carboxylate